Cl.FC(C1(CCOCC1)NN)(F)F [4-(Trifluoromethyl)tetrahydropyran-4-yl]hydrazine hydrochloride